C(C=C)(=O)N1C[C@@H](CC1)N1C(N(C=2C=NC=CC21)C2=CC=C(C=C2)OC2=CC(=CC=C2)OC(C)C)=O (R)-1-(1-acryloylpyrrolidin-3-yl)-3-(4-(3-isopropoxyphenoxy)phenyl)-1H-imidazo[4,5-c]pyridin-2(3H)-one